ClC=1C=NOC1C 4-chloro-5-methylisoxazole